FC(C1=CC=C(C=N1)CC12CC(C1)(C2)C2CN(C2)C(=O)OC(C)(C)C)(F)F Tert-Butyl 3-[3-[[6-(trifluoromethyl)-3-pyridyl]methyl]-1-bicyclo[1.1.1]pentanyl]azetidine-1-carboxylate